Cl.C(C)(C)(C)N1N=NC(=C1)C(=O)NCC1=C(C=C(C=C1)C1=C(C=NC=C1)OC1CCNCC1)C 1-(tert-Butyl)-N-(2-methyl-4-(3-(piperidin-4-yloxy)pyridin-4-yl)benzyl)-1H-1,2,3-triazole-4-carboxamide hydrochloride